(1aR,5aR)-2-(4-Hydroxy-pyridin-2-yl)-1a,2,5,5a-tetrahydro-1H-2,3-diaza-cyclopropa[a]pentalene-4-carboxylic acid ((S)-2,2-dimethyl-1-methylcarbamoyl-propyl)-amide CC([C@@H](C(NC)=O)NC(=O)C=1C=2C[C@@H]3[C@H](C2N(N1)C1=NC=CC(=C1)O)C3)(C)C